3,3'-sulfonyldianiline S(=O)(=O)(C=1C=C(N)C=CC1)C=1C=C(N)C=CC1